CN1CC2=CC=C(C=C2C1)NC1=NC=C2CCN(CC2=C1)C(=O)OC(C)(C)C tert-butyl 7-[(2-methyl-2,3-dihydro-1H-isoindol-5-yl)amino]-1,2,3,4-tetrahydro-2,6-naphthyridine-2-carboxylate